tert-butyl 4-[(S)-(5-chloro-2-pyridyl)-phenyl-methyl]-4-hydroxy-piperidine-1-carboxylate ClC=1C=CC(=NC1)[C@@H](C1(CCN(CC1)C(=O)OC(C)(C)C)O)C1=CC=CC=C1